C1(CC1)NC=1N=CC2=C(N1)C1(C(N(C2)C2=C(C=CC(=C2)[N+](=O)[O-])C)=O)CC1 2'-(Cyclopropylamino)-6'-(2-methyl-5-nitrophenyl)-5',6'-dihydro-7'H-spiro[cyclopropane-1,8'-pyrido[4,3-d]pyrimidin]-7'-one